COC1=CC=C(C=C1)CN(C1=NC=CC=C1[C@@H](C)N(C1=NC(=NC(=C1C#N)Cl)S(=O)(=O)C)CC)CC1=CC=C(C=C1)OC 4-[[(1R)-1-[2-[bis[(4-methoxyphenyl)methyl]amino]-3-pyridyl]ethyl]-ethyl-amino]-6-chloro-2-methylsulfonyl-pyrimidine-5-carbonitrile